6,7-dihydro-5H-cyclopenta-pyrazine N1=CC=NC2=C1CCC2